1,1-dichloro-methyl-N,N-dimethylamine ClC(Cl)N(C)C